C(#N)C1=C(C=C(C(=O)N(C=2C=CC=3N(C2)C(=CN3)C=3C=CC(=NC3)NC(OC)=O)C)C=C1)F methyl N-[5-[6-[(4-cyano-3-fluoro-benzoyl)-methyl-amino]imidazo[1,2-a]pyridin-3-yl]-2-pyridyl]carbamate